FC(C(=O)[O-])(F)F.C(C1=CC=CC=C1)OC1CC(C1)(C(NC1=CC=C(C=C1)F)=O)C1=[NH+]C=2CCCN(C2C=C1)C1=NC(=NC=C1)C 2-(3-(benzyloxy)-1-((4-fluorophenyl)carbamoyl)cyclobutyl)-5-(2-methylpyrimidin-4-yl)-5,6,7,8-tetrahydro-1,5-naphthyridin-1-ium 2,2,2-trifluoroacetate